OC1=C2C(C(=C(C(C2=CC=C1)=O)C)C)=O 5-hydroxy-2,3-dimethyl-1,4-naphthoquinone